2-[3-(3-chlorophenyl)ureido]-4-methoxybenzamide ClC=1C=C(C=CC1)NC(NC1=C(C(=O)N)C=CC(=C1)OC)=O